methyl-1,5,2,4-dioxadithiepane CC1SOCCOS1